6-(2,6-dichlorophenyl)-8-methyl-2-((6-(2-(1-oxidothiomorpholino)ethoxy)pyridazin-3-yl)amino)pyrido[2,3-d]pyrimidin-7(8H)-one ClC1=C(C(=CC=C1)Cl)C1=CC2=C(N=C(N=C2)NC=2N=NC(=CC2)OCCN2CCS(CC2)=O)N(C1=O)C